COC[C@H](CO[C@H](CC(=O)N1CCNCC1)C)OC=1C=NNC(C1C(F)(F)F)=O 4-[(3S)-3-[(2R)-3-methoxy-2-[[6-oxo-5-(trifluoromethyl)-1,6-dihydropyridazin-4-yl]oxy]propoxy]butanoyl]piperazin